COC=1C=C(C/N=C/C(C)(C)C)C=CC1 (E)-N-(3-methoxybenzyl)-2,2-dimethylpropane-1-imine